1-(3-bromophenyl)-4-iodo-1H-pyrazol-3-ol BrC=1C=C(C=CC1)N1N=C(C(=C1)I)O